(S)-2-(3-chloro-5-(cyclopropylmethyl)-2-methoxyphenyl)-2-((R)-3-((5-(5,6,7,8-tetrahydro-1,8-naphthyridin-2-yl)pentyl)oxy)pyrrolidin-1-yl)acetic acid ClC=1C(=C(C=C(C1)CC1CC1)[C@@H](C(=O)O)N1C[C@@H](CC1)OCCCCCC1=NC=2NCCCC2C=C1)OC